1,4,7,10,13-pentaoxapentadecan OCCOCCOCCOCCOCC